5-[4-(6-Cyclopentylthio-2-pyridinyl)-2,6-difluoro-phenyl]hexanoic acid C1(CCCC1)SC1=CC=CC(=N1)C1=CC(=C(C(=C1)F)C(CCCC(=O)O)C)F